4-[3-(2,6-dioxo-3-piperidyl)-1-methyl-2-oxo-8,9-dihydro-7H-imidazo[4,5-f]quinolin-6-yl]butanoic acid O=C1NC(CCC1N1C(N(C2=C3CCCN(C3=CC=C21)CCCC(=O)O)C)=O)=O